ClC=1C=C2C(=C3C1NC(NC31CCCCC1)=O)OC(=N2)CN2CCN(CC2)C 5-chloro-2-[(4-methylpiperazin-1-yl)methyl]-7,8-dihydro-6H-spiro[[1,3]oxazolo[5,4-f]quinazoline-9,1'-cyclohexan]-7-one